COCC(C)(C)NC=1C2=C(N=C(N1)NC1=C(C=C(C=C1)S(=O)(=O)N1CCOCC1)OC)NC=C2C(F)(F)F N4-(1-methoxy-2-methylpropan-2-yl)-N2-(2-methoxy-4-(morpholinosulfonyl)phenyl)-5-(trifluoromethyl)-7H-pyrrolo[2,3-d]pyrimidine-2,4-diamine